5-[8-(5-acetyl-1-tetrahydropyran-4-yl-6,7-dihydro-4H-pyrazolo[4,3-c]pyridin-3-yl)-3-isoquinolyl]pyrimidine-2-carboxylic acid C(C)(=O)N1CC2=C(CC1)N(N=C2C=2C=CC=C1C=C(N=CC21)C=2C=NC(=NC2)C(=O)O)C2CCOCC2